C(C)(=O)CC(=O)O[Ir+2] (acetylacetoxy)iridium (iii)